N-(4-(3-(diethylamino)propoxy)phenyl)-4-(3-phenylisoxazolidin-2-yl)pyrimidin-2-amine C(C)N(CCCOC1=CC=C(C=C1)NC1=NC=CC(=N1)N1OCCC1C1=CC=CC=C1)CC